C1(=CC=CC=C1)S(=O)(=O)N1CC(N(CC1)C(=O)C=1SC=CC1)C(=O)O 4-(phenylsulfonyl)-1-(thiophene-2-carbonyl)piperazine-2-carboxylic acid